(2-bromophenethoxy)triisopropylsilane BrC1=C(CCO[Si](C(C)C)(C(C)C)C(C)C)C=CC=C1